1-(6-amino-4-meth-ylpyridin-3-yl)-6-chloro-7-(5,8-di-hydro-1,7-naphthyridin-7(6H)-yl)-4-oxo-1,4-dihydro-1,8-naphthyridine-3-carboxylic acid NC1=CC(=C(C=N1)N1C=C(C(C2=CC(=C(N=C12)N1CCC=2C=CC=NC2C1)Cl)=O)C(=O)O)C